FC1=C(C(=CC(=C1)C=1OC=CN1)F)C=1N=C2N(C=CC(=C2)C)C1C[C@@H]1OCCN(C1)C(C)=O (S)-1-(2-((2-(2,6-difluoro-4-(oxazol-2-yl)phenyl)-7-methylimidazo[1,2-a]pyridin-3-yl)methyl)morpholino)ethan-1-one